4-[[3-[4-(difluoromethoxy)phenyl]imidazo[1,2-a]pyrazin-8-yl]amino]-N,2-dimethyl-N-(2-morpholin-4-yl-2-oxoethyl)benzamide FC(OC1=CC=C(C=C1)C1=CN=C2N1C=CN=C2NC2=CC(=C(C(=O)N(CC(=O)N1CCOCC1)C)C=C2)C)F